ClC1=CC=C(OCC(ON=C(CCC)C=2C(CC(CC2O)CC(C)SCC)=O)C)C=C1 2-{1-[2-(4-chloro-phenoxy)-1-methyl-ethoxyimino]-butyl}-5-(2-ethylthio-propyl)-3-Hydroxy-cyclohex-2-enone